C(C)OC(CC(=O)C1=CC(=C(C=C1)C1CCCCC1)F)=O 3-(4-cyclohexyl-3-fluorophenyl)-3-oxopropanoic acid ethyl ester